3-Cyclopentyl-1-(5-ethynyl-2-{[4-(4-methylpiperazin-1-yl)phenyl]amino}pyrido[2,3-d]pyrimidin-7-yl)-3-methylurea C1(CCCC1)N(C(NC=1C=C(C2=C(N=C(N=C2)NC2=CC=C(C=C2)N2CCN(CC2)C)N1)C#C)=O)C